7-amino-2-[3-(4-methoxyphenyl)-2-methylidene-3-oxopropyl]-4-(3-methyl-1H-indazol-5-yl)-2,3-dihydro-1H-isoindol-1-one NC=1C=CC(=C2CN(C(C12)=O)CC(C(=O)C1=CC=C(C=C1)OC)=C)C=1C=C2C(=NNC2=CC1)C